C1(CCCCC1)NC(=O)NC1=NC2=CC(=CC=C2C=N1)N(CC=1C=NC=CC1)C 1-Cyclohexyl-3-(7-(methyl-(pyridin-3-ylmethyl)amino)quinazolin-2-yl)urea